C(C=C)(=O)N1CCN(CC1)C1(CCOCC1)C1=CC=C(C=C1)C1(CC1)NC=1N=CC2=C(N1)N(C(C=C2)=O)C(C)C 2-[(1-{4-[4-(4-acryloylpiperazin-1-yl)tetrahydro-2H-pyran-4-yl]phenyl}cyclopropyl)amino]-8-(propan-2-yl)pyrido[2,3-d]pyrimidin-7(8H)-one